COC1=CC=C(C=C1)C(O[C@@H](C)C1[C@H]([C@H]([C@@H](O1)N1C2=NC=NC(=C2N=C1)NC(C1=CC=CC=C1)=O)OC)O[Si](C)(C)C(C)(C)C)(C1=CC=CC=C1)C1=CC=C(C=C1)OC N-(9-((2R,3R,4R)-5-((S)-1-(bis(4-methoxyphenyl)(phenyl)methoxy)ethyl)-4-((tert-butyldimethylsilyl)oxy)-3-methoxytetrahydrofuran-2-yl)-9H-purin-6-yl)benzamide